tert-butyl 3-((6-fluoro-4-methoxypyridin-3-yl)carbamoyl)-3-(2-isopropylphenyl)azetidine-1-carboxylate FC1=CC(=C(C=N1)NC(=O)C1(CN(C1)C(=O)OC(C)(C)C)C1=C(C=CC=C1)C(C)C)OC